(S)-3-aminohexane-1-ol hydrochloride Cl.N[C@H](CCO)CCC